2-Hydroxyethylenedicarboxylic Acid OC(CC(=O)O)C(=O)O